NC=1C(=NC=CC1)C1=CC(=NC=N1)N(C(OC(C)(C)C)=O)C(=O)OC(C)(C)C tert-butyl N-[6-(3-aminopyridin-2-yl)pyrimidin-4-yl]-N-(tert-butoxycarbonyl)carbamate